(S) or (R)-4-((dimethylamino)methyl)-N'-((2,4,5,6-tetrahydro-1H-cyclobuta[f]inden-3-yl)carbamoyl)benzenesulfonimidamide CN(C)CC1=CC=C(C=C1)[S@](=O)(N)=NC(NC1=C2C(=CC=3CCCC13)CC2)=O |o1:10|